C(C)S(=O)(=O)C1=C(N=C2N1C=CC(=C2)C2(CC2)C#N)C2=NC=1C(=NC=C(C1)C(F)(F)F)N2C 1-{3-(ethylsulfonyl)-2-[3-methyl-6-(trifluoromethyl)-3H-imidazo[4,5-b]pyridin-2-yl]imidazo[1,2-a]pyridin-7-yl}cyclopropanecarbonitrile